C(C=C)(=O)OCCCCCCCCC=CCC=CC tetradecan-9,12-dien-1-yl acrylate